tert-butyl 6-(3,4-difluorophenyl)-3-methyl-3,4-dihydro-2H-pyridine-1-carboxylate FC=1C=C(C=CC1F)C1=CCC(CN1C(=O)OC(C)(C)C)C